FC1=C(N=CC2=C1N=C(N=C2N2CC1(COC1)CCC2)OCC21CCCN1CCC2)C2=CC=CC1=CC=CC(=C21)F 6-(8-fluoro-7-(8-fluoronaphthalen-1-yl)-2-((tetrahydro-1H-pyrrolizin-7a(5H)-yl)methoxy)pyrido[4,3-d]pyrimidin-4-yl)-2-oxa-6-azaspiro[3.5]nonane